(trans)-butadiene C=CC=C